6-(2-pyridyl)-N2,N3-bis(tetrahydrofuran-3-yl)pyridine-2,3-diamine N1=C(C=CC=C1)C1=CC=C(C(=N1)NC1COCC1)NC1COCC1